CN([C@@H](CC(C)C)C(=O)O)C(C(F)(F)F)C1=CC(=C(C=C1)C1=C(C=CC(=C1)C=O)O)F Methyl-(2,2,2-trifluoro-1-(2-fluoro-5'-formyl-2'-hydroxy-[1,1'-biphenyl]-4-yl)ethyl)-L-leucine